5-(bromomethyl)-2-chloroisonicotinic acid methyl ester COC(C1=CC(=NC=C1CBr)Cl)=O